C1N(CCC2=CC=CC=C12)[C@H]1[C@@H](CN(CC1)C1=NC=NC(=C1)NC1=CC=CC=C1)O trans-4-(3,4-dihydroisoquinolin-2(1H)-yl)-1-(6-(phenylamino)pyrimidin-4-yl)piperidin-3-ol